Cl.FC=1C=C(C=CC1C(=O)N1CCN(CC1)C(CN)=O)NC=1C=2N(C=CN1)C(=CN2)C=2C(=NN(C2)CC#N)C(F)(F)F 2-(4-(8-((3-fluoro-4-(4-glycylpiperazine-1-carbonyl)phenyl)amino)imidazo[1,2-a]pyrazin-3-yl)-3-(trifluoromethyl)-1H-pyrazol-1-yl)acetonitrile hydrochloride